(3R,4R)-4-methyl-3-(methyl-7H-pyrrolo[2,3-d]pyrimidine-4-ylamino)-beta-oxo-1-piperidinepropionitrile citrate C(CC(O)(C(=O)O)CC(=O)O)(=O)O.C[C@H]1[C@H](CN(CC1)C(CC#N)=O)N(C=1C2=C(N=CN1)NC=C2)C